FC1=C(C(=CC=C1)C)N1CCC(CC1)N1C(N(C=2C(C1)=CN(N2)C2CN(C2)CC(C)C)CC2=C(C=CC=C2)C(F)(F)F)=O 5-[1-(2-fluoro-6-methyl-phenyl)-piperidin-4-yl]-2-(1-isobutyl-azetidin-3-yl)-7-(2-trifluoromethyl-benzyl)-2,4,5,7-tetrahydro-pyrazolo[3,4-d]pyrimidin-6-one